BrC1=C(OC[Ge](C(C)C)(C(C)C)COC2=C(C=C(C=C2)C(C)(C)C)Br)C=CC(=C1)C(C)(C)C bis[(2-bromo-4-tert-butyl-phenoxy)methyl]-diisopropylgermane